(S)-2-methoxy-2-phenylacetic acid (2R,3S)-3-(2,5-dimethylphenyl)-4-methylpent-2-yl ester CC1=C(C=C(C=C1)C)[C@@H]([C@@H](C)OC([C@H](C1=CC=CC=C1)OC)=O)C(C)C